ClC=1C=NC=2N(C1)N=CC2C2=CC(=C(C(=O)NC1CC1)C(=C2)OC)OC(F)F 4-(6-chloropyrazolo[1,5-a]pyrimidin-3-yl)-N-cyclopropyl-2-(difluoromethoxy)-6-methoxy-benzamide